(3-chlorobenzyl)-2-(3-(pyridin-2-yl)-4-(quinolin-4-yl)-1H-pyrazol-1-yl)acetamide ClC=1C=C(CC(C(=O)N)N2N=C(C(=C2)C2=CC=NC3=CC=CC=C23)C2=NC=CC=C2)C=CC1